C(=O)=O carbon-dioxide